Cl.C1C(CCC12CCNCC2)N2[C@H]1CO[C@@H](C2)C1 (1R,4R)-5-(8-azaspiro[4.5]decan-2-yl)-2-oxa-5-azabicyclo[2.2.1]heptane hydrochloride